C(C1=CC=CC=C1)O[C@H]1C[C@@H](O[C@]1(COC(C1=CC=CC=C1)(C1=CC=C(C=C1)OC)C1=CC=C(C=C1)OC)COCC1=CC=CC=C1)N1C(N(C(C(=C1)F)=O)CC1=CC=C(C=C1)OC)=O 1-[(2R,4S,5S)-4-(benzyloxy)-5-[(benzyloxy)methyl]-5-{[bis(4-methoxy-phenyl)(phenyl)methoxy]-methyl}oxolan-2-yl]-5-fluoro-3-[(4-methoxyphenyl)methyl]pyrimidine-2,4-dione